OCC1CC(CCC1)[N+]1=NOC(=C1)[N-]C(NC1=CC(=CC(=C1)C(F)(F)F)NC(CC1=C(C=CC=C1)C)=O)=O (3-(3-(Hydroxymethyl)cyclohexyl)-1,2,3-oxadiazol-3-ium-5-yl)((3-(2-(o-tolyl)acetamido)-5-(trifluoromethyl)phenyl)carbamoyl)amide